COC1CC(C1)(C1=NN=CN1C)C=1C=C(C=C(C1)NC1COC1)N1C(C2=CC(=CC(=C2C1)C(F)(F)F)CNC1(CCC1)C)=O 2-(3-((1r,3r)-3-methoxy-1-(4-methyl-4H-1,2,4-triazol-3-yl)cyclobutyl)-5-(oxetan-3-ylamino)phenyl)-6-(((1-methylcyclobutyl)amino)methyl)-4-(trifluoromethyl)isoindolin-1-one